N-(5-(6-(4-ethoxyphenyl)-1-oxo-3,4-dihydroisoquinolin-2(1H)-yl)-2-hydroxyphenyl)methanesulfonamide C(C)OC1=CC=C(C=C1)C=1C=C2CCN(C(C2=CC1)=O)C=1C=CC(=C(C1)NS(=O)(=O)C)O